3-(4'-t-butylphenyl)-1,2,4-triazole C(C)(C)(C)C1=CC=C(C=C1)C1=NNC=N1